(3-(tert-butyl)-4-(pyrrolidin-1-yl)phenyl)boronic acid C(C)(C)(C)C=1C=C(C=CC1N1CCCC1)B(O)O